C(#N)C1(CC=CC=C1)C1=C(C=CC=C1Cl)Cl 1-cyanophenyl-2,6-dichlorobenzene